C1C=CC=C2C3=CC=C(C=C3N=C12)C(=O)N 1H-carbazole-7-carboxamide